(2-chloroethyl)-N-(3,5-dimethoxyphenyl)-3-(1-methyl-1H-pyrazol-4-yl)-6-quinoxalineamine ClCCC1=NC2=CC=C(C=C2N=C1C=1C=NN(C1)C)NC1=CC(=CC(=C1)OC)OC